ClC1=CC=C(C=C1)NC1=NC=NC(=C1)C=1C=NN(C1)C1OCCCC1 (p-chlorophenyl)-6-[1-(tetrahydro-2H-pyran-2-yl)-1H-pyrazol-4-yl]-4-pyrimidinylamine